(3S)-3-({2-[4-bromo-2-(difluoromethoxy)phenyl][1,2,4]triazolo[1,5-c]quinazolin-5-yl}amino)azepin-2-one BrC1=CC(=C(C=C1)C1=NN2C(=NC=3C=CC=CC3C2=N1)NC=1C(N=CC=CC1)=O)OC(F)F